N-(5-(5-(difluoromethyl)-1,3,4-oxadiazol-2-yl)pyrimidin-2-yl)-2-methyl-4-phenyl-1H-benzo[d]imidazol-6-amine FC(C1=NN=C(O1)C=1C=NC(=NC1)NC=1C=C(C2=C(NC(=N2)C)C1)C1=CC=CC=C1)F